6-chloronicotinic acid-2,3,5,6-tetrafluorophenyl ester FC1=C(C(=C(C=C1F)F)F)OC(C1=CN=C(C=C1)Cl)=O